C1(C=CC(N1CCN(CCN1C(C=CC1=O)=O)CCN1C(C=CC1=O)=O)=O)=O tris-(2-maleimidoethyl)-amine